OCCN(CCCNC(O)=O)C (3-((2-hydroxyethyl)(methyl)amino)propyl)carbamic acid